ClC1=C(C(=O)NC2=C3C=NN(C3=CC=C2)C2=CC(=NC=C2)OC)C=C(C=C1)CNC(CC(C)(C)C)=O 2-Chloro-5-{[(3,3-dimethylbutyryl)amino]methyl}-N-[1-(2-methoxypyridin-4-yl)-1H-indazol-4-yl]benzamide